CC1=CC(N(N1CCCCC)C1=CC=CC=C1)=O 5-methyl-1-amyl-2-phenyl-1,2-dihydro-3H-pyrazol-3-one